tert-butyl 2-((3-amino-2-oxopyridin-1(2H)-yl)methyl)-7-isobutyl-1H-indole-1-carboxylate NC=1C(N(C=CC1)CC=1N(C2=C(C=CC=C2C1)CC(C)C)C(=O)OC(C)(C)C)=O